1-(2,6-difluorophenyl)ethane tert-butyl-N-[2-bromo-4-[(4-methoxyphenyl)methyl-methyl-sulfamoyl]phenyl]-N-[5-(trifluoromethyl)-2-pyridyl]carbamate C(C)(C)(C)OC(N(C1=NC=C(C=C1)C(F)(F)F)C1=C(C=C(C=C1)S(N(C)CC1=CC=C(C=C1)OC)(=O)=O)Br)=O.FC1=C(C(=CC=C1)F)CC